bis(trifluoromethanesulfonyl)imide magnesium salt [Mg+2].[N-](S(=O)(=O)C(F)(F)F)S(=O)(=O)C(F)(F)F.[N-](S(=O)(=O)C(F)(F)F)S(=O)(=O)C(F)(F)F